tert-Butyl (S)-4-(((tert-butyldimethylsilyl)oxy)methyl)-1,2,3-oxathiazolidine-3-carboxylate 2,2-dioxide [Si](C)(C)(C(C)(C)C)OC[C@@H]1N(S(OC1)(=O)=O)C(=O)OC(C)(C)C